4-[[4-(1-heptyloctyloxy)-4-oxo-butyl]-[(1-methyl-4-piperidinyl)sulfanylcarbonyl]amino]butanoic acid C(CCCCCC)C(CCCCCCC)OC(CCCN(CCCC(=O)O)C(=O)SC1CCN(CC1)C)=O